3,3-difluoro-2,2-dimethyl-1-((2S,5S)-9-((2-methylpyridin-3-yl)ethynyl)-2,3-dihydro-2,5-methanopyrido[3,4-f][1,4]oxazepin-4(5H)-yl)propan-1-one FC(C(C(=O)N1C[C@H]2OC3=C([C@@H]1C2)C=NC=C3C#CC=3C(=NC=CC3)C)(C)C)F